ClC=1C=CC2=C([C@@H](C[C@@H](O2)C(=O)NC23CC(C2)(C3)N3N=CC(=C3)N([C@H](COC(F)(F)F)C)C)O)C1 (2R,4R)-6-chloro-4-hydroxy-N-[3-(4-{methyl[(2S)-1-(trifluoromethoxy)propan-2-yl]amino}-1H-pyrazol-1-yl)bicyclo[1.1.1]pentan-1-yl]-3,4-dihydro-2H-1-benzopyran-2-carboxamide